N-methyl-1-[4-[[8-methyl-6-(5-methyl-3,4-dihydro-2H-quinoxalin-1-yl)-7-oxo-pyrido[2,3-d]pyrimidin-2-yl]amino]phenyl]methanesulfonamide CNS(=O)(=O)CC1=CC=C(C=C1)NC=1N=CC2=C(N1)N(C(C(=C2)N2CCNC1=C(C=CC=C21)C)=O)C